tert-butyl 5-[7-bromo-5-(1-ethyl-4,6-dihydropyrrolo[3,4-c]pyrazole-5-carbonyl)-4-fluoro-1H-indol-2-yl]-3,6-dihydro-2H-pyridine-1-carboxylate BrC=1C=C(C(=C2C=C(NC12)C1=CCCN(C1)C(=O)OC(C)(C)C)F)C(=O)N1CC=2N(N=CC2C1)CC